C(C)OC(=O)C=1C(=NC(=C(C1OCC1=CC=CC=C1)N(C)C)C)C=1C(=NC2=CC=CC=C2C1)OC1=C(C(=C(C=C1)F)F)C 4-benzyloxy-2-[2-(3,4-difluoro-2-methyl-phenoxy)-3-quinolinyl]-5-(dimethylamino)-6-methyl-pyridine-3-carboxylic acid ethyl ester